C(#N)C1=C(C=C(C=C1)CCC(=O)O)OC[C@@H](CNC(CC1CC2=CC=CC=C2C1)(C)C)O 3-[4-cyano-3-[(2R)-3-[[1-(2,3-dihydro-1H-inden-2-yl)-2-methylpropan-2-yl]amino]-2-hydroxypropoxy]phenyl]propanoic acid